S(N)(=O)(=O)C1=CC=C(C=C1)NS(=O)(=O)NC(C(C)(C)C)=O N-(4-sulfamoylphenyl-sulfamoyl)pivalamide